2-(4-((tert-butoxycarbonyl)amino)phenyl)-4-ethoxy-6-((2-fluoro-4-(trifluoromethyl)phenyl)carbamoyl)cyclohexane-1-carboxylic acid C(C)(C)(C)OC(=O)NC1=CC=C(C=C1)C1C(C(CC(C1)OCC)C(NC1=C(C=C(C=C1)C(F)(F)F)F)=O)C(=O)O